(2,3',5'-trifluorobiphenyl-4-yl)-3,6-dihydro-2H-1,3,4-oxadiazin-2-one FC1=C(C=CC(=C1)N1C(OCC=N1)=O)C1=CC(=CC(=C1)F)F